ethyl 2-(3-chloro-2-pyridyl)-5-oxo-3-pyrazolidinecarboxylate ClC=1C(=NC=CC1)N1NC(CC1C(=O)OCC)=O